FC1(CC(C1)C1=NN(C(=C1C1=CC=C(C=C1)F)NC(=O)[C@@H]1C(C1)(F)F)C)F (R)-N-(3-(3,3-difluorocyclobutyl)-4-(4-fluorophenyl)-1-methyl-1H-pyrazol-5-yl)-2,2-difluorocyclopropane-1-carboxamide